butyl-6-(4-(2,6-bis(benzyloxy)pyridin-3-yl)-3,5-difluorophenyl)-2,6-diazaspiro[3.4]octane-2-carboxylate C(CCC)OC(=O)N1CC2(C1)CN(CC2)C2=CC(=C(C(=C2)F)C=2C(=NC(=CC2)OCC2=CC=CC=C2)OCC2=CC=CC=C2)F